(1R,9S)-9-ethyl-5-fluoro-9-hydroxy-1-(2-hydroxyethyl)-1,4-dimethyl-1,2,3,9,12,15-hexa-hydro-10H,13H-benzo[de]pyrano[3',4':6,7]indolizino[1,2-b]quinoline-10,13-dione C(C)[C@]1(C(OCC=2C(N3CC=4C(=NC=5C=C(C(=C6C5C4[C@@](CC6)(C)CCO)C)F)C3=CC21)=O)=O)O